1-(2-(4-Chloro-5-((3-(2,3-dihydrobenzo[b][1,4]dioxin-6-yl)-2-methylbenzyl)oxy)-2-(((1,3-dihydroxy-2-methylpropan-2-yl)amino)methyl)phenoxy)ethyl)-4-hydroxypiperidine-4-carboxylic acid ClC1=CC(=C(OCCN2CCC(CC2)(C(=O)O)O)C=C1OCC1=C(C(=CC=C1)C1=CC2=C(OCCO2)C=C1)C)CNC(CO)(CO)C